O=C1NC(CCC1N1C(C2=CC=C(C(=C2C1=O)F)N1C(C(N(C(C1([2H])[2H])([2H])[2H])CC1CCNCC1)([2H])[2H])([2H])[2H])=O)=O 2-(2,6-dioxopiperidin-3-yl)-4-fluoro-5-(4-(piperidin-4-ylmethyl)piperazin-1-yl-2,2,3,3,5,5,6,6-d8)isoindoline-1,3-dione